ClC1(CC=C(C=CC2=CC(O)=CC(O)=C2)C=C1)O 4'-chlororesveratrol